N1C(=NC2=C1C=CC=C2)[C@H]2N(CCC1=C2N=CN1)C(CCC(C)(C)C)=O (S)-1-(4-(1H-benzo[d]imidazol-2-yl)-6,7-dihydro-1H-imidazo[4,5-c]pyridin-5(4H)-yl)-4,4-dimethylpentan-1-one